C(CC)N(C1C(CCCC1)OC=1C=C2CN(C(C2=CC1)=O)C1C(NC(CC1)=O)=O)CCC 3-(5-((2-(dipropylamino)cyclohexyl)oxy)-1-oxoisoindolin-2-yl)piperidine-2,6-dione